methyl 4-(5-chloro-2-ethoxyphenyl)-6-methylnicotinate ClC=1C=CC(=C(C1)C1=CC(=NC=C1C(=O)OC)C)OCC